(S)-4-(3-(3-chloro-4-fluorophenyl)-1-(1-(1-oxo-1,2-dihydroisoquinolin-4-yl)ethyl)ureido)butanoic acid ClC=1C=C(C=CC1F)NC(N([C@@H](C)C1=CNC(C2=CC=CC=C12)=O)CCCC(=O)O)=O